C1(CCCCC1)NC1=C(C=C(C=C1)S(NC)(=O)=O)C=1N=NN(N1)C1CN(CC1)C(=O)OC(C)(C)C tert-butyl 3-(5-(2-(cyclohexylamino)-5-(N-methylsulfamoyl)phenyl)-2H-tetrazol-2-yl)pyrrolidine-1-carboxylate